C(C)C1=CC=C(C(=O)NCC=2C(=NNC2)C2=CC=CC=C2)C=C1 4-Ethyl-N-((3-phenyl-1H-pyrazol-4-yl)methyl)benzamide